4-(2-ethoxy)ethoxyphenylbromid CCOCCOC1=CC=C(C=C1)Br